2-hydroxy-2-(4-nitrophenyl)acetic acid OC(C(=O)O)C1=CC=C(C=C1)[N+](=O)[O-]